7-(2-deoxy-β-D-erythro-pentofuranosyl)-5-fluoro-7H-pyrrolo[2,3-d]pyrimidin-4-amine [C@@H]1(C[C@H](O)[C@H](O1)CO)N1C=C(C2=C1N=CN=C2N)F